2-fluoro-4-(methylthio)aniline FC1=C(N)C=CC(=C1)SC